3-(2-chloro-3-(3-methyl-1-((1-methyl-1H-pyrazol-3-yl)methyl)-2-oxo-1,2,3,4-tetrahydroquinazolin-6-yl)phenyl)piperidine-2,6-dione ClC1=C(C=CC=C1C=1C=C2CN(C(N(C2=CC1)CC1=NN(C=C1)C)=O)C)C1C(NC(CC1)=O)=O